methyl (2S,3R)-3-cyclopropyl-3-(3-hydroxy-4-iodophenyl)-2-methylpropanoate C1(CC1)[C@H]([C@@H](C(=O)OC)C)C1=CC(=C(C=C1)I)O